C(C)C1NC(CC2(C1)OCCC1=C2SC(=C1)C(F)(F)F)C=1N=NN(C1)C 2'-ethyl-6'-(1-methyltriazol-4-yl)-2-(trifluoromethyl)spiro[4,5-dihydrothieno[2,3-c]pyran-7,4'-piperidine]